O=C1N(CCC(N1)=O)N1C(C2=CC=C(C=C2C1=O)CN1CCN(CC1)C(C=1C=NC=CC1)C1=CC=CC=C1)=O 2-(2,4-dioxotetrahydropyrimidin-1(2H)-yl)-5-((4-(phenyl(pyridin-3-yl)methyl)piperazin-1-yl)methyl)isoindoline-1,3-dione